C(C1=CC=CC=C1)OC(=O)N1[C@@H](CC2(CC(C2)=O)CC1)C1=CC=C(C=C1)C(=O)OC (S)-6-(4-(methoxycarbonyl)phenyl)-2-oxo-7-azaspiro[3.5]nonane-7-carboxylic acid benzyl ester